ICCCCCSC1=C2CN(C(C2=CC=C1)=O)C1C(NC(CC1)=O)=O 3-(4-(5-iodopentylthio)-1-oxoisoindolin-2-yl)piperidine-2,6-dione